[Fe](Cl)Cl.C1(=CC=CC2=CC=CC=C12)N 1-naphthylamine iron (II) chloride